cyclohexane-1-carboxylic acid-1-d C1(CCCCC1)(C(=O)O)[2H]